2'-chloro-N-(5-[(dimethylcarbamoyl)difluoromethoxy]-1,3-benzothiazol-2-yl)-5'-methoxy-6-methyl-[4,4'-bipyridine]-3-carboxamide ClC1=NC=C(C(=C1)C1=C(C=NC(=C1)C)C(=O)NC=1SC2=C(N1)C=C(C=C2)OC(F)(F)C(N(C)C)=O)OC